[1-(thiophen-2-yl)-4-(4-methylphenyl)-1H-pyrrol-2-yl](3,4,5-trimethoxyphenyl)methanone S1C(=CC=C1)N1C(=CC(=C1)C1=CC=C(C=C1)C)C(=O)C1=CC(=C(C(=C1)OC)OC)OC